(3S,5R)-5-[(5-Chloro-7-methoxy-oxazolo[4,5-b]pyridin-2-yl)amino]piperidin-3-ol ClC1=CC(=C2C(=N1)N=C(O2)N[C@@H]2C[C@@H](CNC2)O)OC